OC(CCCCCCCCCCCCC(=O)O)CC=CCC=CCCC 14-Hydroxy-tricosa-16,19-dienoic acid